3-(3-((1R,3S)-3-methyl-1-(4-methyl-4H-1,2,4-triazol-3-yl)cyclobutyl)phenyl)-7-(((S)-3-methylpiperidin-1-yl)methyl)-9-(trifluoromethyl)-4H-pyrido[1,2-a]pyrimidin-4-one CC1CC(C1)(C1=NN=CN1C)C=1C=C(C=CC1)C1=CN=C2N(C1=O)C=C(C=C2C(F)(F)F)CN2C[C@H](CCC2)C